BrC1=NC=C(C(=C1[N+](=O)[O-])C)Br 2,5-dibromo-4-methyl-3-nitropyridine